(2-chlorophenyl)-2-cyclopropyl-7-(cyclopropylamino)thiazolo[4,5-d]pyrimidin-5(4H)-one ClC1=C(C=CC=C1)N1C(N=C(C2=C1N=C(S2)C2CC2)NC2CC2)=O